FC(=C)C(F)(F)F 2,3,3,3-Tetrafluoroprop-1-ene